BrCC=1N=C2N(C=C(C=C2C#N)C2CC2)C1 2-(bromomethyl)-6-cyclopropylimidazo[1,2-a]pyridine-8-carbonitrile